[Br-].[N+](=O)([O-])C=1C=C(C[P+](C2=CC=CC=C2)(C2=CC=CC=C2)C2=CC=CC=C2)C=CC1 (3-Nitrobenzyl)triphenylphosphonium Bromide